BrC=1C=C(C(=NC1)OCC1=NC=C(C=C1)OC)OC(F)F 5-bromo-3-(difluoromethoxy)-2-[(5-methoxy-2-pyridyl)methoxy]pyridine